[F-].[NH4+].C=CCCCCCCCCCCCCCCCC Octadecene ammonium fluoride